C(CCCCCCCCCCCCC)(=O)[O-].[Zn+2].C(CCCCCCCCCCCCC)(=O)[O-] Zinc Myristate